N-(2-fluoropyrazin-4-yl)-4-(dimethyl)amino-10H-cyclohepta[7,6-b]indole-7-carboxamide FC1=NC=CN(C1)NC(=O)C1=CC=2NC3=C(C=CC=C3C2CC=C1)N(C)C